henicosa-12,15-dien-1-yloctadeca-9,12-dienoate C(CCCCCCCCCCC=CCC=CCCCCC)OC(CCCCCCCC=CCC=CCCCCC)=O